(R)-N-(4-(1-(2-cyanoacetyl)-2-methyl-1,2,3,6-tetrahydropyridin-4-yl)-1H-pyrrolo[2,3-b]pyridin-6-yl)cyclopropylcarboxamide C(#N)CC(=O)N1[C@@H](CC(=CC1)C1=C2C(=NC(=C1)NC(=O)C1CC1)NC=C2)C